O=C1NC(CCC1C1=CC=C(C=N1)N1CCC(CC1)C(=O)OC(C)(C)C)=O tert-butyl 1-[6-(2,6-dioxopiperidin-3-yl)pyridin-3-yl]piperidine-4-carboxylate